[NH4+].COC(CC)(S(=O)(=O)[O-])C methoxy-1-methyl-1-propanesulfonic acid ammonium salt